C(C)(=O)N1C[C@H](CC1)OC1=CC2=C(N=C(N=C2OC(N[C@H](C)C2=C(C(=CC=C2)C(F)F)F)=O)C)NC1=O (6-(((S)-1-acetylpyrrolidin-3-yl)oxy)-2-methyl-7-oxo-7,8-dihydropyrido[2,3-d]pyrimidin-4-yl)((R)-1-(3-(difluoromethyl)-2-fluorophenyl)ethyl)carbamate